4-((5R,8aS)-10-propenoyl-6-chloro-8,8a,9,10,11,12-hexahydropyrazino[2',1':3,4][1,4]oxazepino[5,6,7-de]quinazolin-5-yl)-2-amino-7-fluorobenzo[b]thiophene-3-carbonitrile C(C=C)(=O)N1C[C@H]2COC=3C4=C(N=CN=C4C=C(C3Cl)C3=CC=C(C=4SC(=C(C43)C#N)N)F)N2CC1